5-chloro-N-(4-cyanophenyl)-N-(2,3-dihydrobenzo[b][1,4]dioxin-6-yl)acetamide N-succinimidyl-3-(2-pyridyldithio)butyrate C1(CCC(N1N1C(C=CC=C1)SSC(CC(=O)O)C)=O)=O.ClC1=C(C=CC=2OCCOC21)N(C(C)=O)C2=CC=C(C=C2)C#N